C(C)(C)(C)OC(=O)N1CCC2(C(N(C(N2CC)=O)C2=CC(=NC=C2)C(F)(F)F)=O)CC1.C1(=CC=CC=C1)N1NN(NC1=O)C1=CC=CC=C1 1,3-diphenyl-tetrazolone tert-butyl-1-ethyl-2,4-dioxo-3-[2-(trifluoromethyl)pyridin-4-yl]-1,3,8-triazaspiro[4.5]decane-8-carboxylate